4-(3-aminopropanamido)-1-methyl-N-(1-methyl-5-{[2-(propylcarbamoyl)ethyl]carbamoyl}pyrrol-3-yl)pyrrole-2-carboxamide methyl-(R)-(+)-2-chloropropionate COC([C@@H](C)Cl)=O.NCCC(=O)NC=1C=C(N(C1)C)C(=O)NC1=CN(C(=C1)C(NCCC(NCCC)=O)=O)C